The molecule is a member of the class of phenylhydrazines that is phenylhydrazine substituted at the 4-position by a nitro group. It has a role as a mutagen. It is a member of phenylhydrazines and a C-nitro compound. It derives from a phenylhydrazine. C1=CC(=CC=C1NN)[N+](=O)[O-]